4-((1S)-1-((2R)-2-(1-(4-fluorophenyl)ethoxy)-3-methylbutanamido)ethyl)benzoic acid FC1=CC=C(C=C1)C(C)O[C@@H](C(=O)N[C@@H](C)C1=CC=C(C(=O)O)C=C1)C(C)C